3,6-dihydroxyphthalaldehyde OC1=C(C(C=O)=C(C=C1)O)C=O